(azetidin-3-yl)methanesulfonamide trifluoroacetate salt FC(C(=O)O)(F)F.N1CC(C1)CS(=O)(=O)N